5-(bromomethyl)isophthalaldehyde BrCC=1C=C(C=C(C=O)C1)C=O